BrC=1N=C2C(=C(C(N(C2=CC1)CC#C)=O)C#N)N1CCN(CC1)CC1=C(C=C(C=C1)F)O 6-bromo-4-(4-(4-fluoro-2-hydroxybenzyl)piperazin-1-yl)-2-oxo-1-(prop-2-yn-1-yl)-1,2-dihydro-1,5-naphthyridine-3-carbonitrile